CC(CN1N=NC2=C1C=CC(=C2)C2=NC(=NO2)C2=C(N=CO2)C)(C)O 2-methyl-1-(5-[3-(4-methyl-1,3-oxazol-5-yl)-1,2,4-oxadiazol-5-yl]-1H-1,2,3-benzotriazol-1-yl)propan-2-ol